C(C)(C)(C)C1N(CCC(C1(F)F)N1CCN(CC1)N)C(=O)O.C(C)OCC(COC(C)COC(C)COC(C)CO)O ethoxytetrapropyleneglycol tert-butyl-4-(4-aminopiperazin-1-yl)-3,3-difluoropiperidine-1-carboxylate